{4,6-Bis[4-(1-methyl-1H-pyrazol-4-yl)-1H-imidazol-1-yl]-3-(propan-2-yl)-1H-pyrazolo[3,4-b]pyridin-1-yl}-3-ethylbenzamide CN1N=CC(=C1)C=1N=CN(C1)C1=C2C(=NC(=C1)N1C=NC(=C1)C=1C=NN(C1)C)N(N=C2C(C)C)C2=C(C(=O)N)C=CC=C2CC